methyl 2-((2-(pyridin-3-ylcarbamoyl)thiophen-3-yl)oxymethyl)benzoate N1=CC(=CC=C1)NC(=O)C=1SC=CC1OCC1=C(C(=O)OC)C=CC=C1